C[C@@H]1NCCC1 (2S)-2-methylpyrrolidin